5-amino-N,N'-bis(2,3-dihydroxypropyl)-2,4,6-triiodo-benzenedicarboxamide NC=1C(=CC(C(C1I)C(=O)NCC(CO)O)(C(=O)NCC(CO)O)I)I